FC=1C=2N(C=C(C1)NC(=O)C=1C=CC(=C3C=CN=NC13)N1C[C@H](CC1)NC)C=C(N2)C (S)-N-(8-fluoro-2-methylimidazo[1,2-a]pyridin-6-yl)-5-(3-(methylamino)pyrrolidin-1-yl)cinnoline-8-carboxamide